COC1=CC=C(CNC=2C=3N(N=C(C2)N2CCN(CC2)C)C(=CN3)C(F)(F)F)C=C1 N-(4-methoxybenzyl)-6-(4-methylpiperazin-1-yl)-3-(trifluoromethyl)imidazo[1,2-b]pyridazin-8-amine